BrC=1C=C2C(=NN(C2=CC1)COCC[Si](C)(C)C)C 2-[(5-bromo-3-methyl-indazol-1-yl)methoxy]ethyl-trimethyl-silane